ClC1=NC(=NC=C1C(F)(F)F)NC1=C(C=C(C=C1)NC1C2CC3CC(CC1C3)C2)OC 4-((4-((4-chloro-5-(trifluoromethyl)pyrimidin-2-yl)amino)-3-methoxyphenyl)amino)adamantane